OCCCCCNC(=O)C1=CC=2OCCN(C2N=C1)C1=CC=2N(C=C1)C(N(N2)C)=O N-(5-hydroxypentyl)-4-(2-methyl-3-oxo-2,3-dihydro[1,2,4]triazolo[4,3-a]pyridin-7-yl)-3,4-dihydro-2H-pyrido[3,2-b][1,4]oxazine-7-carboxamide